hexyl ((((2R,3S,4R,5R)-5-(4-aminopyrrolo[2,1-f][1,2,4]triazin-7-yl)-5-cyano-3,4-dihydroxytetrahydrofuran-2-yl)methoxy)(4-(tert-butyl)phenoxy)phosphoryl)-L-alaninate NC1=NC=NN2C1=CC=C2[C@]2([C@@H]([C@@H]([C@H](O2)COP(=O)(OC2=CC=C(C=C2)C(C)(C)C)N[C@@H](C)C(=O)OCCCCCC)O)O)C#N